CC1(OB(OC1(C)C)C=1C=C(N(N1)COCC[Si](C)(C)C)C(=O)OC)C methyl 5-(4,4,5,5-tetramethyl-1,3,2-dioxaborolan-2-yl)-2-{[2-(trimethyl silyl)ethoxy]methyl}pyrazole-3-carboxylate